4-(5-(5-(4-ethylbenzyl)-2,4-dioxothiazolidin-3-yl)pentanamido)-2-hydroxybenzoic acid C(C)C1=CC=C(CC2C(N(C(S2)=O)CCCCC(=O)NC2=CC(=C(C(=O)O)C=C2)O)=O)C=C1